(4-((6-amino-5-(cyclopropylethynyl)pyrimidin-4-yl)oxy)-2-fluorophenyl)-3-(3-(tert-butyl)-1-(4-methoxyphenyl)-1H-pyrazol-5-yl)urea NC1=C(C(=NC=N1)OC1=CC(=C(C=C1)NC(=O)NC1=CC(=NN1C1=CC=C(C=C1)OC)C(C)(C)C)F)C#CC1CC1